1,3-dichloro-2-(4-chloro-2-fluorophenyl)propan-2-ol ClCC(CCl)(O)C1=C(C=C(C=C1)Cl)F